CN1C(CC1)CN1CC2=C3C(=CC=C2CC1)NC(=C3)C=O {2-[(1-methylazetidin-2-yl)methyl]-2,3,4,7-tetrahydro-1H-pyrrolo[2,3-H]isoquinolin-8-yl}methanone